2-(3-chlorophenyl)-N-(6-(((6-cyclopropyl-8-((S)-4-hydroxy-2-oxopyrrolidin-1-yl)imidazo[1,2-a]pyridin-2-yl)methyl)amino)pyrimidin-4-yl)cyclopropane-1-carboxamide ClC=1C=C(C=CC1)C1C(C1)C(=O)NC1=NC=NC(=C1)NCC=1N=C2N(C=C(C=C2N2C(C[C@@H](C2)O)=O)C2CC2)C1